ethyl 7-ethoxy-3-methyl-1H-indazole-5-carboxylate C(C)OC=1C=C(C=C2C(=NNC12)C)C(=O)OCC